(R)-N-(1-(4-(5-(furan-2-yl)-1,2,4-oxadiazol-3-yl)phenyl)ethyl)pyrazin-2-amine O1C(=CC=C1)C1=NC(=NO1)C1=CC=C(C=C1)[C@@H](C)NC1=NC=CN=C1